CON(C(=O)C=1C(=NOC1)C)C N-methoxy-N,3-dimethylisoxazole-4-carboxamide